erythritol, sodium salt [Na].C([C@H](O)[C@H](O)CO)O